CC=1C=C(C=CC1)N(C1=CC=C(C=C1)N(C1=CC=C(C=C1)C1=CC=C(C=C1)N(C1=CC=CC=C1)C1=CC=C(C=C1)N(C1=CC(=CC=C1)C)C1=CC(=CC=C1)C)C1=CC=CC=C1)C1=CC(=CC=C1)C N,N'-bis{4-[bis(3-methylphenyl)amino]phenyl}-N,N'-diphenyl-(1,1'-biphenyl)-4,4'-diamine